dimethyl-N-(((S)-2-methyl-2,4,5,6-tetrahydro-1H-cyclobuta[f]inden-3-yl)carbamoyl)-N'-trityl-6,7-dihydro-5H-pyrazolo[5,1-b][1,3]oxazine-3-sulfonimidamide CC1CCN2C(O1)=C(C(=N2)C)S(=O)(NC(NC2=C1C(=CC=3CCCC23)C[C@@H]1C)=O)=NC(C1=CC=CC=C1)(C1=CC=CC=C1)C1=CC=CC=C1